(2R,3S)-1-((benzyloxy)carbonyl)-3-(3,3-difluoropyrrolidine-1-carbonyl)piperidine-2-carboxylic acid C(C1=CC=CC=C1)OC(=O)N1[C@H]([C@H](CCC1)C(=O)N1CC(CC1)(F)F)C(=O)O